S(=O)(=O)([O-])[O-].S(=O)(=O)([O-])O.[Al+3] aluminum bissulfate